COC(=O)C1CC2(C1)C(N(CC2)COCC[Si](C)(C)C)=O 5-oxo-6-((2-(trimethylsilyl)ethoxy)methyl)-6-azaspiro[3.4]octane-2-carboxylic acid methyl ester